tert-Butyl (6-bromoquinoline-4-carbonyl)glycinate BrC=1C=C2C(=CC=NC2=CC1)C(=O)NCC(=O)OC(C)(C)C